N-[[2-(2-azabicyclo[2.1.1]hexane-2-ylmethyl)-1H-indol-6-yl]methyl]-4-oxo-pyrido[1,2-a]pyrimidine-2-carboxamide C12N(CC(C1)C2)CC=2NC1=CC(=CC=C1C2)CNC(=O)C=2N=C1N(C(C2)=O)C=CC=C1